9-(4-(chloromethyl)phenyl)-10-phenylanthracene ClCC1=CC=C(C=C1)C=1C2=CC=CC=C2C(=C2C=CC=CC12)C1=CC=CC=C1